CN(CCNC(C(CCSCCC(=O)OCC(CCCC)CC)NC(C(CCCCCCCC)CCCCCC)=O)=O)C 2-ethylhexyl 3-((4-((2-(dimethylamino)ethyl)amino)-3-(2-hexyldecanamido)-4-oxobutyl)thio)propanoate